ClC=1C=C(C=CC1OC)S(=O)(=O)NC1=CC=C(C2=CC=CC=C12)N([C@H](CC(=O)O)C)CC#C (S)-3-((4-((3-chloro-4-methoxyphenyl)sulfonamido)naphthalen-1-yl)(prop-2-yn-1-yl)amino)butanoic acid